ClC=1C(=NC(=NC1)NC=1C=NN(C1)C1CCN(CC1)C)N1C[C@@]2(CNC[C@@]2(C1)C)C 5-chloro-4-((3aR,6aS)-3a,6a-dimethylhexahydropyrrolo[3,4-c]pyrrol-2(1H)-yl)-N-(1-(1-methylpiperidin-4-yl)-1H-pyrazol-4-yl)pyrimidin-2-amine